(trifluoromethanesulfonyl-oxy)cyclopent-3-ene-1-carboxylic acid benzyl ester C(C1=CC=CC=C1)OC(=O)C1(CC=CC1)OS(=O)(=O)C(F)(F)F